1-(5,8-dichloro-4-ethoxy-2-((3-(pyrimidin-5-yl)propyl)sulfinyl)quinolin-3-yl)ethan-1-one ClC1=C2C(=C(C(=NC2=C(C=C1)Cl)S(=O)CCCC=1C=NC=NC1)C(C)=O)OCC